OCCN1N=C(C(=C1)NC(=O)C1=CC=CC(=N1)C1=CC=NC=C1)C1=NC=CC=C1 N-(1-(2-hydroxyethyl)-3-(pyridin-2-yl)-1H-pyrazol-4-yl)-[2,4'-bipyridine]-6-carboxamide